2-(4-phenoxyPhenylphenyl)-4,5,6,7-tetrahydropyrazolo[1,5-a]Pyrimidine-3-carboxamide hydrochloride Cl.O(C1=CC=CC=C1)C1=CC=C(C=C1)C1=C(C=CC=C1)C1=NN2C(NCCC2)=C1C(=O)N